BrC1=NC(=CC(=C1)C(F)(F)F)CCCCCCCCCCCCCC 2-bromo-6-(tridecylmethyl)-4-(trifluoromethyl)pyridine